Cl.FC(C=1C=NC(=NC1)CN)(F)F (5-(trifluoromethyl)pyrimidin-2-yl)methylamine hydrochloride